C1(=CC=CC=C1)S(=O)(=O)NC(=O)C=1C(=NC(=CC1)N1N=C(C=C1)OCC1(CCC1)C(F)(F)F)Cl N-(benzenesulfonyl)-2-chloro-6-[3-[[(trifluoromethyl)cyclobutyl]-methoxy]pyrazol-1-yl]pyridine-3-carboxamide